NC1=NC=C(C2=CC=CC=C12)C(C)N(C(=O)NC1=CC(=C(C=C1)F)Cl)C 1-(1-(1-aminoisoquinolin-4-yl)ethyl)-3-(3-chloro-4-fluorophenyl)-1-methyl-urea